1-Tert-butyl 6-(N-(3-(1-(cyclohexylmethyl)-5-methyl-1H-pyrazol-4-yl)-6-(8-((4-methylthiazol-2-yl) carbamoyl)-3,4-dihydroisoquinolin-2(1H)-yl)picolinoyl)sulfamoyl)hexanoate C1(CCCCC1)CN1N=CC(=C1C)C=1C(=NC(=CC1)N1CC2=C(C=CC=C2CC1)C(NC=1SC=C(N1)C)=O)C(=O)NS(=O)(=O)CCCCCC(=O)OC(C)(C)C